NCC=1C=C2C=CNC(C2=CC1)=O 6-(aminomethyl)isoquinolin-1(2H)-one